The molecule is an aldonolactone phosphate that is the 6-phosphate ester of L-ascorbic acid. It derives from a L-ascorbic acid. It is a conjugate acid of a L-ascorbate 6-phosphate(3-). C([C@@H]([C@@H]1C(=C(C(=O)O1)O)O)O)OP(=O)(O)O